3-(2,2,2-Trifluoroethyl)-3-azabicyclo[3.1.0]hexan-6-yl(8-amino-7-fluoro-6-(8-methyl-2,3-dihydro-1H-pyrido[2,3-b][1,4]oxazin-7-yl)isoquinolin-3-yl)carbamate FC(CN1CC2C(C2C1)N(C([O-])=O)C=1N=CC2=C(C(=C(C=C2C1)C1=C(C2=C(OCCN2)N=C1)C)F)N)(F)F